COC1=CNC2=NC=C(N=C21)[C@@H]2CC[C@H](CC2)N(C(=O)NC=2C(N(C=C(C2)C(F)(F)F)C)=O)C trans-1-(4-(7-methoxy-5H-pyrrolo[2,3-b]pyrazin-2-yl)cyclohexyl)-1-methyl-3-(1-methyl-2-oxo-5-(trifluoromethyl)-1,2-dihydropyridin-3-yl)urea